CC1=C(C(=CC(=C1)C1=C(C=CC(=C1)C)C)C)N1C(=NC=C1)C1=CC=C(C=C1)F N-(2,6-dimethyl-4-{2,5-dimethylphenyl}phenyl)-2-(4-fluorophenyl)imidazole